C(C)N1CCNCC1 1-ethyl-piperazine